3-(4-cyano-2-methoxyphenoxy)-N-{3-[(R)-imino(methyl)oxo-λ6-sulfanyl]phenyl}-6-(4-methoxyphenyl)-5-methylpyridazine-4-carboxamide C(#N)C1=CC(=C(OC=2N=NC(=C(C2C(=O)NC2=CC(=CC=C2)[S@](=O)(C)=N)C)C2=CC=C(C=C2)OC)C=C1)OC